6-[bis(thenyl)aminocarbonyloxyethoxyethoxy]pyridine C1(=CC=CS1)CN(C(=O)OCCOCCOC1=CC=CC=N1)CC1=CC=CS1